C(C)(C)C=1C(=CC(=C(C1)C(C)=O)OCC1=CC=C(C=C1)OC)OCC1=CC=C(C=C1)OC 1-(5-isopropyl-2,4-bis((4-methoxybenzyl)oxy)phenyl)ethanone